pentadecanesulfonic acid sodium salt [Na+].C(CCCCCCCCCCCCCC)S(=O)(=O)[O-]